ClC=1C=C(C=C(C1OC=1C=C2C3=C(NC2=CC1)COCC3C)Cl)N3N=C(C(NC3=O)=O)C#N 2-(3,5-Dichloro-4-((4-methyl-1,3,4,9-tetrahydropyrano[3,4-b]indol-6-yl)oxy)phenyl)-3,5-dioxo-2,3,4,5-tetrahydro-1,2,4-triazine-6-carbonitrile